COC(NCC1CCN(CC1)CC1=CC(=NC(=C1)OC=1C=NC(=CC1)N1CCN(CC1)CCCS(=O)(=O)C)C1=CC(=CC(=C1)Cl)Cl)=O methyl((1-((2-(3,5-dichlorophenyl)-6-((6-(4-(3-(methylsulfonyl)propyl)piperazin-1-yl)pyridin-3-yl)oxy)pyridin-4-yl)methyl)piperidin-4-yl)methyl)carbamate